2-hydroxy-ethyl-acetate OCCCC(=O)[O-]